N-((1R,6S)-2,2-difluoro-6-(((3R,4S)-3-fluoro-1-isopropylpiperidin-4-yl)oxy)cyclohexyl)-2-(3-(difluoromethyl)-2-(3,5-difluorophenyl)pyridin-4-yl)acetamide FC1([C@@H]([C@H](CCC1)O[C@@H]1[C@@H](CN(CC1)C(C)C)F)NC(CC1=C(C(=NC=C1)C1=CC(=CC(=C1)F)F)C(F)F)=O)F